(R)-1-(2-(5-chloro-2-cyanopyridin-4-yl)-5,7-difluoro-4-oxo-1,4-dihydroquinolin-6-yl)-N,N-dimethylpiperidine-3-carboxamide ClC=1C(=CC(=NC1)C#N)C=1NC2=CC(=C(C(=C2C(C1)=O)F)N1C[C@@H](CCC1)C(=O)N(C)C)F